OC(C(=O)O)CCCCCCCCCCCCCCCCCC 2-hydroxy-icosanoic acid